N-benzyl-N-methyl-2-(1-methyl-2-oxo-2,3-dihydro-1H-pyrido[2,3-b][1,4]thiazin-3-yl)acetamide C(C1=CC=CC=C1)N(C(CC1C(N(C2=C(S1)N=CC=C2)C)=O)=O)C